7-butoxy-9,9-dibutylfluorene C(CCC)OC1=CC=C2C=3C=CC=CC3C(C2=C1)(CCCC)CCCC